2-[2-[2-[2-[[2-(2,6-Dioxo-3-piperidyl)-1,3-dioxo-isoindolin-4-yl]amino]ethoxy]ethoxy]ethoxy]acetaldehyde O=C1NC(CCC1N1C(C2=CC=CC(=C2C1=O)NCCOCCOCCOCC=O)=O)=O